C(/CCCCCCCC)=C/1\C(OC(C1)C)=O (E,Z)-3-nonylidene-5-methyl-dihydro-furan-2-one